(5s,7s)-7-fluoro-5-phenyl-2-[2-(trifluoromethyl)cyclopropyl]-6,7-dihydro-5H-pyrrolo[1,2-b][1,2,4]triazole F[C@H]1C[C@H](N2N=C(N=C21)C2C(C2)C(F)(F)F)C2=CC=CC=C2